OC(=C(C(=O)O)C)CC1=CC=CC=C1 hydroxybenzyl-Methacrylic acid